5-amino-3-phenylamino-1-(4-vinylbenzyl)-1H-1,2,4-triazole NC1=NC(=NN1CC1=CC=C(C=C1)C=C)NC1=CC=CC=C1